nitrotriazolium chloride [Cl-].[N+](=O)([O-])[N+]=1NN=CC1